ClC1=C(C=C2C(=N1)N=C(O2)N2CCOCC2)C(=O)NC2=NC(=CC=C2)C 5-Chloro-N-(6-methylpyridin-2-yl)-2-morpholinooxazolo[4,5-b]pyridine-6-carboxamide